C(C)(C)C1=CC=C(C=C1)N1NC(=CC1C1=CC(=CC(=C1)OC)OC)C=CC1=CC(=CC(=C1)OC)OC 1-(4-isopropyl-phenyl)-3-(3,5-dimethoxystyryl)-5-(3,5-dimethoxyphenyl)-Pyrazoline